2-(4-chloro-2-methyl-4-oxobutan-2-yl)-3,5-dimethylbenzene ClC(CC(C)(C)C1=CC=C(C=C1C)C)=O